C1(CC1)C1=NN=C(O1)C(C)CC(C)(S(=O)N)C [1-(5-cyclopropyl-1,3,4-oxadiazol-2-yl)ethyl]-2-methylpropan-2-sulfinamide